FC1=CC(=C(OC=2C(=CC(N(C2)C(C)C)=O)C=2C3=C(C(N(C2)C)=O)NC=C3)C(=C1)C)C 4-(5-(4-fluoro-2,6-dimethylphenoxy)-1-isopropyl-2-oxo-1,2-dihydropyridin-4-yl)-6-methyl-1,6-dihydro-7H-pyrrolo[2,3-c]pyridin-7-one